NC1=C(C(=NC(=C1)C1=C(C(=C(C=C1)Br)F)F)C(=O)OC)Cl methyl 4-amino-6-(4-bromo-2,3-difluorophenyl)-3-chloro-pyridine-2-carboxylate